ClC1=CC(=C(C=N1)N)P(=O)(C)C 6-chloro-4-(dimethylphosphoryl)pyridin-3-amine